NC1=NC(=CC(=N1)N(C)CC1=CC=C(C=C1)OC)Cl 2-amino-4-(4-methoxybenzyl-methylamino)-6-chloropyrimidine